C(#N)C1=CC(=C(COC2=CC=CC(=N2)C2=CC(=CC=3N(CN(C32)F)CC3OCC3)C(=O)O)C=C1)F 4-(6-((4-cyano-2-fluorobenzyl)oxy)pyridin-2-yl)-3-fluoro-1-(oxetan-2-ylmethyl)-1H-benzo[d]imidazole-6-carboxylic acid